OC(CNC(C(=C)C)=O)C N-[2-hydroxypropyl]-methacrylamide